(R)-5-(2-(dimethylamino)ethoxy)-N-(1-(3-(1-ethyl-1H-pyrazol-3-yl)-5-(2-methyl-2H-1,2,3-triazol-4-yl)phenyl)ethyl)-2-methylbenzamide CN(CCOC=1C=CC(=C(C(=O)N[C@H](C)C2=CC(=CC(=C2)C2=NN(N=C2)C)C2=NN(C=C2)CC)C1)C)C